ClC1=C(OC2=C(C=NC(=C2)C(F)(F)F)C(=O)NC2=CC(=CC=C2)S(N(C)C)(=O)=O)C=CC(=C1)OC(F)(F)F 4-[2-chloro-4-(trifluoromethoxy)phenoxy]-N-[3-(dimethylsulfamoyl)phenyl]-6-(trifluoromethyl)pyridine-3-carboxamide